Cl.N[C@@H]1[C@H](C2CCC1CC2)C(=O)OCC Ethyl (2S,3S)-3-aminobicyclo[2.2.2]octane-2-carboxylate hydrochloride